ClC1=C(C(=O)NC2CC(C2)N2C3=NC=NC(=C3N=C2)NC2=CC=C(C=C2)N2CCN(CC2)CCC2CCN(CC2)C=2C=C3C(N(C(C3=CC2)=O)[C@@H]2C(NC(CC2)=O)=O)=O)C(=CC=C1)Cl 2,6-dichloro-N-((1s,3s)-3-(6-((4-(4-(2-(1-(2-(2,6-dioxopiperidin-3-yl)-1,3-dioxoisoindolin-5-yl)piperidin-4-yl)ethyl)piperazin-1-yl)phenyl)amino)-9H-purin-9-yl)cyclobutyl)benzamide